N4,6-dimethyl-N2-[rel-(4S)-7-fluoro-4-methyl-8-(2,3,4,7-tetrahydro-1H-azepin-5-yl)chroman-6-yl]pyrimidine-2,4-diamine CNC1=NC(=NC(=C1)C)NC=1C=C2[C@H](CCOC2=C(C1F)C=1CCCNCC1)C |o1:13|